NC=1N=CC2=C(C=C(C=C2C1)C=1N(C=CC(C1)=O)C)Cl 2-(3-amino-8-chloroisoquinolin-6-yl)-1-methylpyridin-4(1H)-one